Methyl 5-(8-(3-(tetrahydro-2H-pyran-4-yl)-4,5,6,7-tetrahydro-2H-pyrazolo[3,4-c]pyridin-2-yl)isoquinolin-3-yl)picolinate O1CCC(CC1)C=1N(N=C2CNCCC21)C=2C=CC=C1C=C(N=CC21)C=2C=CC(=NC2)C(=O)OC